N-(4-((R)-3-((R) or (S)-3-(3-chlorophenyl)-2,2-dimethylpyrrolidin-1-yl)-2-hydroxypropoxy)phenyl)-N-methylmethanesulfonamide ClC=1C=C(C=CC1)[C@@H]1C(N(CC1)C[C@H](COC1=CC=C(C=C1)N(S(=O)(=O)C)C)O)(C)C |o1:7|